BrC=1C=C(C=C(C1O)C1=CC=CC=C1)C1(CCCCC1)C1=CC(=C(C(=C1)C1=CC=CC=C1)O)Br 1,1-bis(3-bromo-5-phenyl-4-hydroxyphenyl)cyclohexane